[N+](=O)([O-])C1=CC=C(OC(=O)C2=CC=C(C=C2)OC(C2=C(C=C(C=C2)OC)OC)=O)C=C1 4-[(4-nitrophenoxy)carbonyl]phenyl-2,4-dimethoxybenzoate